OC(C)(C)C1=CC=C(CNC(CC2=CC=3NC4=CC(=CC=C4C3C=C2)OC)=O)C=C1 N-(4-(2-hydroxypropane-2-yl)benzyl)-2-(7-methoxy-9H-carbazol-2-yl)acetamide